ClC1=C(C(=CC(=C1)F)Cl)N1C=2N(C3=C(C1=O)C=NC(=N3)NC3=CC=C1C4(CN(CC1=C3)C)CC4)C=CN2 6-(2,6-dichloro-4-fluorophenyl)-2-[(2'-methyl-2',3'-dihydro-1'H-spiro[cyclopropane-1,4'-isoquinolin]-7'-yl)amino]imidazo[1,2-a]pyrimido[5,4-e]pyrimidin-5(6H)-one